C1(CC1)N1N=CC(=C1CO[C@H]1[C@@H]2CN([C@H](C1)C2)C=2SC1=C(N2)C(=CC(=C1)C(=O)O)[C@@H]1COCC1)C1=C(C=CC=C1Cl)Cl 2-[(1S,4S,5R)-5-{[1-cyclopropyl-4-(2,6-dichlorophenyl)-1H-pyrazol-5-yl]methoxy}-2-azabicyclo[2.2.1]heptane-2-yl]-4-[(3R)-oxolane-3-yl]-1,3-benzothiazole-6-carboxylic acid